O=C1C(=C(C(C2=CC=CC=C12)=O)CCC)CC=1C=C(C#N)C(=CN1)F 2-((1,4-dioxo-3-propyl-1,4-dihydronaphthalen-2-yl)methyl)-5-fluoroisonicotinonitrile